C(C1=CC=CC=C1)OC1=NOC(=C1)CC(=O)OCC ethyl 2-(3-benzyloxyisoxazol-5-yl)acetate